C(C)C1=[N+](C=CC=C1)[O-] ethyl-1-oxido-pyridin-1-ium